CN(S(=O)(=O)NC1=CC=C(C=C1)N1[Se]C2=C(C1=O)C=CC=C2)C N-(4-((N,N-dimethylsulfamoyl)amino)phenyl)-benzo[d][1,2]selenazol-3(2H)-one